(7S)-2-Benzyl-7-methyl-3-{[(2R)-piperidin-2-yl]methyl}-3H,6H,7H,8H,9H-imidazo[4,5-f]chinolin C(C1=CC=CC=C1)C=1N(C=2C(=C3CC[C@@H](NC3=CC2)C)N1)C[C@@H]1NCCCC1